(5-{3-Amino-5-[4-(trifluoromethyl)benzene-1-sulfonyl]pyridin-2-yl}-1,3,4-oxadiazol-2-yl)methanol NC=1C(=NC=C(C1)S(=O)(=O)C1=CC=C(C=C1)C(F)(F)F)C1=NN=C(O1)CO